((1S,2R)-2-fluorocyclopropyl)(3-(2-(2-(methylamino)pyridin-4-yl)-3H-imidazo[4,5-b]pyridin-7-yl)-3,8-diazabicyclo[3.2.1]octan-8-yl)methanone F[C@H]1[C@@H](C1)C(=O)N1C2CN(CC1CC2)C2=C1C(=NC=C2)NC(=N1)C1=CC(=NC=C1)NC